FC(C1=CC2=C(N=C(N=C2)S(=O)(=O)C)C(=N1)N1CC2(C1)CN(CC2)C(=O)OC(C)(C)C)F tert-butyl 2-[6-(difluoromethyl)-2-methanesulfonylpyrido[3,4-d]pyrimidin-8-yl]-2,6-diazaspiro[3.4]octane-6-carboxylate